(S)-1-(1-(3-chlorophenyl)-2-hydroxyethyl)-4-(3-((1-methyl-1H-pyrazol-5-yl)amino)-1H-indazol-5-yl)pyridin-2(1H)-one ClC=1C=C(C=CC1)[C@@H](CO)N1C(C=C(C=C1)C=1C=C2C(=NNC2=CC1)NC1=CC=NN1C)=O